5-{[benzyl(methyl)sulfamoyl]amino}-1,3-thiazole-4-carboxylic acid C(C1=CC=CC=C1)N(S(=O)(=O)NC1=C(N=CS1)C(=O)O)C